FC1=NC=CC(=C1)C12CC1C1CC(C2O1)O 4-(2-fluoropyridin-4-yl)-6-hydroxy-8-oxatricyclo[3.2.1.02,4]octane